7'-methyl-2'-oxo-1'-(1-propyl-1H-pyrazol-4-yl)-1,1',3,4'-tetrahydro-2'H-spiro[indene-2,3'-quinoline]-5-carboxylic acid CC1=CC=C2CC3(C(N(C2=C1)C=1C=NN(C1)CCC)=O)CC1=CC=C(C=C1C3)C(=O)O